tert-butyl (2R,5S)-4-(6,7-dichloro-1-(1,4-diisopropyl-1H-pyrazol-5-yl)-2-oxo-1,2-dihydropyrido[2,3-d]pyrimidin-4-yl)-2,5-dimethylpiperazine-1-carboxylate ClC1=CC2=C(N(C(N=C2N2C[C@H](N(C[C@@H]2C)C(=O)OC(C)(C)C)C)=O)C2=C(C=NN2C(C)C)C(C)C)N=C1Cl